C(CC)(=O)OSC1=C(C(=NC=C1CC(CCCC)CC)N)Cl 2-ethylhexyl-((2-amino-3-chloropyridin-4-yl) thio) propionate